The molecule is a 1-(alk-1-enyl)-2-acyl-sn-glycero-3-phosphoethanolamine in which the alk-1-enyl and acyl groups are specified as (1Z)-octadecenyl and (4Z,7Z,10Z,13Z,16Z,19Z)-docosahexaenoyl respectively. It derives from an all-cis-docosa-4,7,10,13,16,19-hexaenoic acid. It is a tautomer of a 1-(1Z-octadecenyl)-2-(4Z,7Z,10Z,13Z,16Z,19Z-docosahexaenoyl)-sn-glycero-3-phosphoethanolamine zwitterion. CCCCCCCCCCCCCCCC/C=C\\OC[C@H](COP(=O)(O)OCCN)OC(=O)CC/C=C\\C/C=C\\C/C=C\\C/C=C\\C/C=C\\C/C=C\\CC